CS(=O)(=O)OC1CC(C1)OC1=CC=C(C=N1)C=1C=CC=2C3=C(N(C2C1)C(=O)OC(C)(C)C)C=CN=C3 tert-butyl 7-(6-((1s,3s)-3-((methylsulfonyl)oxy)cyclobutoxy)pyridin-3-yl)-5H-pyrido[4,3-b]indole-5-carboxylate